C(C)C1=CC(=NC=C1)N1N=CC(=C1C(F)(F)F)C(=O)O 1-(4-ethylpyridin-2-yl)-5-(trifluoromethyl)-1H-pyrazole-4-carboxylic acid